N-{(1R)-1-[3-(difluoromethyl)-2-fluorophenyl]ethyl}-2-methyl-6-[(3S,5S)-3,4,5-trimethylpiperazin-1-yl]pyrido[3,4-d]pyrimidin-4-amine FC(C=1C(=C(C=CC1)[C@@H](C)NC=1C2=C(N=C(N1)C)C=NC(=C2)N2C[C@@H](N([C@H](C2)C)C)C)F)F